4-fluoro-3-(3-(pyrrolidine-1-carbonyl)benzyl)phthalazin-1(2H)-one FC1N(NC(C2=CC=CC=C12)=O)CC1=CC(=CC=C1)C(=O)N1CCCC1